N-((S)-4-((1R,2S)-2-(4-fluorophenyl)cyclopropylamino)-1-(4-(methylsulfonyl)piperazin-1-yl)-1-oxobutan-2-yl)-2-(4'-methoxybiphenyl-4-yl)acetamide FC1=CC=C(C=C1)[C@H]1[C@@H](C1)NCC[C@@H](C(=O)N1CCN(CC1)S(=O)(=O)C)NC(CC1=CC=C(C=C1)C1=CC=C(C=C1)OC)=O